6-chloro-3,4-dihydro-1H-2,7-naphthyridine-2-carboxylic acid tert-butyl ester C(C)(C)(C)OC(=O)N1CC2=CN=C(C=C2CC1)Cl